N1-methylsulfanilamide CNS(=O)(C1=CC=C(C=C1)N)=O